2,2-dimethyl-1,3-propylene terephthalate C1(C2=CC=C(C(=O)OCC(CO1)(C)C)C=C2)=O